1-(2-((1R,4aS,4bR,6aR,8R,11aS,11bS,13aS)-8-hydroxy-8,11a,13a-trimethyloctadecahydro-1H-cyclohepta[a]phenanthren-1-yl)-2-oxoethyl)-1H-pyrazole-4-carbonitrile O[C@]1(C[C@@H]2[C@@]([C@H]3CC[C@@]4([C@@H](CCC[C@H]4[C@@H]3CC2)C(CN2N=CC(=C2)C#N)=O)C)(CCC1)C)C